(4-amino-7-fluoro-1-methylimidazo[1,5-a]quinoxalin-8-yl)((4aS,9bS)-6-fluoro-7-(trifluoromethyl)-3,4,4a,9b-tetrahydrobenzofuro[3,2-b]pyridin-1(2H)-yl)methanone NC=1C=2N(C3=CC(=C(C=C3N1)F)C(=O)N1[C@@H]3[C@H](CCC1)OC1=C3C=CC(=C1F)C(F)(F)F)C(=NC2)C